CC(C(C(O)O)C)C(C)C 3,2,4-trimethylpentanediol